((1S,2S,3S,4R)-4-(4-amino-5-chloro-7H-pyrrolo[2,3-d]pyrimidin-7-yl)-2,3-dihydroxycyclopentyl)oxy-5-fluoro-3,4-dihydroisoquinoline-2(1H)-carboxylic acid tert-butyl ester C(C)(C)(C)OC(=O)N1C(C2=CC=CC(=C2CC1)F)O[C@@H]1[C@H]([C@H]([C@@H](C1)N1C=C(C2=C1N=CN=C2N)Cl)O)O